3-(1-isopropyl-4-((1-(3,4,5-trimethoxyphenyl)-1H-imidazol-4-yl)amino)-1H-pyrazolo[3,4-d]pyrimidin-6-yl)pyrrolidine-1-carboxylic acid tert-butyl ester C(C)(C)(C)OC(=O)N1CC(CC1)C1=NC(=C2C(=N1)N(N=C2)C(C)C)NC=2N=CN(C2)C2=CC(=C(C(=C2)OC)OC)OC